{4-[methoxy(methyl)carbamoyl]bicyclo[2.2.1]heptan-1-yl}carbamic acid CON(C(=O)C12CCC(CC1)(C2)NC(O)=O)C